CN1CC(C1)(C)[C@](O)(C1=CC=C(C=C1)OC(F)(F)F)C1=CC(=CC=C1)SC (S)-(1,3-Dimethyl-azetidin-3-yl)-(3-methylsulfanyl-phenyl)-(4-trifluoromethoxy-phenyl)-methanol